C(C)(C)N1N=CC=2N=C(N=C(C21)N[C@H](C)C=2C=NC1=CC=CC=C1C2)N2CC(N(CC2)C)=O 4-[1-Isopropyl-7-((R)-1-quinolin-3-yl-ethylamino)-1H-pyrazolo[4,3-d]pyrimidin-5-yl]-1-methyl-piperazin-2-on